(S)-(1-(3-methyl-4-((1-(3,4,5-trimethoxyphenyl)-1H-imidazol-4-yl)amino)-1H-pyrazolo[3,4-d]pyrimidin-6-yl)pyrrolidin-2-yl)methanol CC1=NNC2=NC(=NC(=C21)NC=2N=CN(C2)C2=CC(=C(C(=C2)OC)OC)OC)N2[C@@H](CCC2)CO